(3S)-3-[2-oxo-2-(1-piperidinyl)ethyl]-3,4-dihydro-1H-isoquinoline-2-carboxylic acid tert-butyl ester C(C)(C)(C)OC(=O)N1CC2=CC=CC=C2C[C@H]1CC(N1CCCCC1)=O